4-[[1-[2-(2,6-dioxo-3-piperidinyl)-1,3-dioxo-isoindolin-5-yl]-4-piperidinyl]methyl]piperidine-1-carboxylic acid tert-butyl ester C(C)(C)(C)OC(=O)N1CCC(CC1)CC1CCN(CC1)C=1C=C2C(N(C(C2=CC1)=O)C1C(NC(CC1)=O)=O)=O